cumyl-valeronitrile C(C)(C)(C1=CC=CC=C1)C(C#N)CCC